[C@H]12CN(C[C@H](CC1)N2)C=2C1=C(N=C(N2)OCC23CCCN3CCC2)C(=C(N=C1)C1=CC=CC2=CC=CC(=C12)C1CC1)F 4-((1R,5S)-3,8-diazabicyclo[3.2.1]octan-3-yl)-7-(8-cyclopropylnaphthalen-1-yl)-8-fluoro-2-((tetrahydro-1H-pyrrolizin-7a(5H)-yl)methoxy)pyrido[4,3-d]pyrimidine